NC(C)(C)C1CN(CC1)C=1C=CC(=NC1)NC=1N=CC2=C(N1)N(C(C(=C2)CC)=O)C2CCCC2 2-{5-[3-(1-Amino-1-methyl-ethyl)-pyrrolidin-1-yl]-pyridin-2-ylamino}-8-cyclopentyl-6-ethyl-8H-pyrido[2,3-d]pyrimidin-7-one